(R)-1-(7-(ethylsulphonyl)-4-(3-methylmorpholino)thieno[3,2-d]pyrimidin-2-yl)-N-methyl-1H-benzo[d]imidazol-2-amine C(C)S(=O)(=O)C1=CSC2=C1N=C(N=C2N2[C@@H](COCC2)C)N2C(=NC1=C2C=CC=C1)NC